3-(2,2-difluorocyclopropoxy)-1-((2-(trimethylsilyl)ethoxy)methyl)-1H-pyrazol-4-amine FC1(C(C1)OC1=NN(C=C1N)COCC[Si](C)(C)C)F